ClC=1C2=CC=C(C3=CC=C4C(=CC=C(C1)C4=C32)C=3OC2=C(N3)C=CC=C2)C=2OC3=C(N2)C=CC=C3 2,2'-(4-chloropyrene-1,8-diyl)bis(benzo[d]oxazol)